C1=C(NN=C1)N AMINOPYRAZOLE